6-methoxy-2-((5r,8r)-2-methyl-3-oxo-2-azaspiro[4.5]decan-8-yl)-N-(pyrazolo[1,5-a]pyrimidin-3-yl)-2H-indazole-5-carboxamide COC=1C(=CC2=CN(N=C2C1)C1CCC2(CC(N(C2)C)=O)CC1)C(=O)NC=1C=NN2C1N=CC=C2